C(#C)C=1C=CC(=NC1)C(=O)NC1CCN(CC1)C(=O)OC(C)(C)C tert-butyl 4-[(5-ethynylpyridine-2-carbonyl)amino]piperidine-1-carboxylate